O1C(=NC2=C1C=CC=C2)C2=CC=C(C=C2)N(C2=CC=C(C=C2)C2=CC=CC1=CC=CC=C21)C2=CC=C(C=C2)C=2OC1=C(N2)C=CC=C1 bis-{4-(benzoxazol-2-yl)phenyl}-{4-(naphthalen-1-yl)phenyl}amine